(R)-2-(4-(benzo[c][1,2,5]thiadiazol-4-yl) phenyl)-2-(3-(2-ethynyl thiazol-4-yl)-ureido)-ethyl carbamate C(N)(OC[C@H](NC(=O)NC=1N=C(SC1)C#C)C1=CC=C(C=C1)C1=CC=CC2=NSN=C21)=O